C(C=C)(=O)OCCCC[Si](I)(I)I acryloxybutyltriiodosilane